2-(4-(tert-butyl)-5-chloro-2-methylphenyl)-5-(1-methyl-1H-1,2,4-triazol-5-yl)-1,6-naphthyridin-4(1H)-one C(C)(C)(C)C1=CC(=C(C=C1Cl)C=1NC2=CC=NC(=C2C(C1)=O)C1=NC=NN1C)C